N-[1-[2-[[1-(2-hydroxyethyl)pyrazol-3-yl]amino]-5-methyl-pyrimidin-4-yl]-3-methyl-pyrrolo[2,3-b]pyridin-5-yl]prop-2-enamide OCCN1N=C(C=C1)NC1=NC=C(C(=N1)N1C=C(C=2C1=NC=C(C2)NC(C=C)=O)C)C